(R,E)-2-amino-9-hydroxynon-8-enoic acid N[C@@H](C(=O)O)CCCCC\C=C\O